6-((2-ethoxy-4-(4-methylpiperazin-1-yl)phenyl)amino)-2,4,9-trimethyl-4,9-dihydro-10H-pyrimido[5,4-b]thiazolo[5,4-e][1,4]diazepin-10-one C(C)OC1=C(C=CC(=C1)N1CCN(CC1)C)NC=1N=CC=2N(C(C3=C(N(C2N1)C)SC(=N3)C)=O)C